ClC=1C=CC=C2[C@H](CCOC12)NC(=O)NC1=NN(C=C1)C=1C=C(C(=O)N)C=CC1 3-[3-[[(4S)-8-chlorochroman-4-yl]carbamoylamino]pyrazol-1-yl]benzamide